fluorenyl-benzoquinolinone C1(=CC=CC=2C3=CC=CC=C3CC12)C=1C(NC2=C3C(=CC=C2C1)C=CC=C3)=O